FC=1C=C(CNC2=C3NC=NC3=NC=N2)C=CC1 N6-(3-fluorobenzyl)adenine